C(C(C)C)N[C@@H](CC(C)C)C(=O)O isobutyl-(leucine)